NC=1N=C(C2=C(N1)C=NN2CC=2C=C(C=CC2OC)CN[C@@H]2[C@@H](COCC2)O)N[C@H](CCO)CCC (3S,4S)-4-[({3-[(5-amino-7-{[(3S)-1-hydroxyhexan-3-yl]amino}-1H-pyrazolo[4,3-d]pyrimidin-1-yl)methyl]-4-methoxyphenyl}methyl)-amino]oxan-3-ol